N(=[N+]=[N-])CCC=1C2=C(SC1C=1N(C3=CC=CC=C3C1)CC1CC1)C=C(C=C2OC)C(=O)N2C[C@@H](CCC2)NC(OC(C)(C)C)=O tert-butyl (R)-(1-(3-(2-azidoethyl)-2-(1-(cyclopropylmethyl)-1H-indol-2-yl)-4-methoxybenzo[b]thiophene-6-carbonyl)piperidin-3-yl)carbamate